2-(4'-chloro-biphenyl-4-yl)benzothiophene ClC1=CC=C(C=C1)C1=CC=C(C=C1)C=1SC2=C(C1)C=CC=C2